ethyl 2-chloro-6,7-difluoroquinoline-3-carboxylate ClC1=NC2=CC(=C(C=C2C=C1C(=O)OCC)F)F